CC=1C=C(C#N)C=C(C1)OC1=C2C=NNC2=C(C=C1)S(=O)(=O)C(F)(F)F 3-methyl-5-[[7-(trifluoromethylsulfonyl)-1H-indazol-4-yl]oxy]benzonitrile